(2,4-di-tert-butylphenyl)-4,4-biphenylyl diphosphonate P(=O)(OC1=C(C=C(C=C1)C1=CC=CC=C1)C1=C(C=C(C=C1)C(C)(C)C)C(C)(C)C)OP(=O)[O-]